N'-(5-(benzyloxy)pyridin-2-yl)-N,N-dimethyl-formamidine C(C1=CC=CC=C1)OC=1C=CC(=NC1)N=CN(C)C